BrC=1N=C(N2C1C=NC=C2)C2COC2 1-bromo-3-(oxetan-3-yl)imidazo[1,5-a]pyrazine